5,7-dichloro-6-(2-chloroethoxy)-1-(1-tosyl-1H-pyrazolo[4,3-b]pyridin-5-yl)-1,2,3,4-tetrahydroquinoline ClC1=C2CCCN(C2=CC(=C1OCCCl)Cl)C1=CC=C2C(=N1)C=NN2S(=O)(=O)C2=CC=C(C)C=C2